NC1=CC=CC(=N1)COCCC=1C=C(C(=C(C1)NC1=C(N=NC(=C1)Cl)C(=O)NC([2H])([2H])[2H])OC)C1=NN(C=N1)C 4-((5-(2-((6-aminopyridin-2-yl)methoxy)ethyl)-2-methoxy-3-(1-methyl-1H-1,2,4-Triazol-3-yl)phenyl)amino)-6-chloro-N-(methyl-d3)pyridazine-3-carboxamide